2-methyl-4-((((1-methyl-1H-imidazol-2-yl)methyl)sulfinyl)methyl)-N-((R)-1-(2-(1-methyl-1H-pyrazol-4-yl)quinolin-4-yl)ethyl)benzamide CC1=C(C(=O)N[C@H](C)C2=CC(=NC3=CC=CC=C23)C=2C=NN(C2)C)C=CC(=C1)CS(=O)CC=1N(C=CN1)C